2-methylpropen-1-amine CC(=CN)C